1-Methyl-1,4-cyclohexadiene CC1=CCC=CC1